COC=1C=C2C(=CNC2=CC1)C(C(=O)NC)=O 2-(5-methoxy-1H-indol-3-yl)-N-methyl-2-oxoacetamide